C[Sn](CC=C)(C)C trimethyl-allyl-tin